Cl.NCCN1C(=C(C=2C1=NC=C(C2)C(F)(F)F)C)C(=O)OCC ethyl 1-(2-aminoethyl)-3-methyl-5-(trifluoromethyl)-1H-pyrrolo[2,3-b]pyridine-2-carboxylate hydrochloride